Methyl 1,2,4-triazole-3-carboxylate N1N=C(N=C1)C(=O)OC